NC=1C(=NON1)C1=NOC(N1C1=CC(=C(C=C1)F)C#C)=O (4-amino-1,2,5-oxadiazol-3-yl)-4-(3-ethynyl-4-fluoro-phenyl)-1,2,4-oxadiazol-5(4H)-one